(4aR,4bS,6aS,7S,9aS,9bS,11aR)-1,4a,6a-trimethyl-2-oxo-N-(propan-2-yl)-N-(propan-2-ylcarbamoyl)hexadecahydro-1H-indeno[5,4-f]quinoline-7-carboxamide CN1C(CC[C@@]2([C@@H]3[C@@H](CC[C@@H]12)[C@@H]1CC[C@@H]([C@]1(CC3)C)C(=O)N(C(NC(C)C)=O)C(C)C)C)=O